N4-[5-chloro-4-(1H-indol-3-yl)pyrimidin-2-yl]-N'-(2-dimethylaminoethyl)-5-methoxy-N1-methylbenzene-1,2,4-triamine ClC=1C(=NC(=NC1)NC=1C=C(C(=CC1OC)NC)NCCN(C)C)C1=CNC2=CC=CC=C12